FC=1C(=C(C(=O)N)C=C(C1F)CC1=C(C(=CC=C1)NS(NC)(=O)=O)F)NC1=C(C=C(C=C1)I)F 3,4-Difluoro-2-(2-fluoro-4-iodoanilino)-5-[[2-fluoro-3-(methylsulfamoylamino)phenyl]methyl]benzamide